NC1=NC=C(C2=C1C=NN2)NC(=O)C(=O)N(CC2=CC=NC=C2)CC2=CC=CC=C2 N-(4-amino-1H-pyrazolo[4,3-c]pyridin-7-yl)-N'-benzyl-N'-(4-pyridylmethyl)oxamide